ClC=1C(=NC(=NC1)NC=1C=CC2=CN(N=C2C1)CC(C)(C)O)NC1=C(C=CC=C1)P(C)C (2-((5-chloro-2-((2-(2-hydroxy-2-methylpropyl)-2H-indazol-6-yl)amino)pyrimidin-4-yl)amino)phenyl)dimethylphosphine